2-(3-bromopyrazolo[1,5-a]pyridin-6-yl)-1-((2-(trimethylsilyl)ethoxy)methyl)-1H-benzo[d]imidazole BrC=1C=NN2C1C=CC(=C2)C2=NC1=C(N2COCC[Si](C)(C)C)C=CC=C1